Butyl-dimethyl-carboxylic acid C(CCC)CC(=O)OC